C(C)(=O)N1C(C(C2=CC=CC=C12)=C(C1=CC=CC=C1)OC)=O 1-acetyl-3-(methoxyphenyl-methylene)-2-oxindole